tert-butyl-(4-(4,4,5,5-tetramethyl-1,3,2-dioxaborolan-2-yl)-1H-pyrazol-1-yl)pyrrolidine-1-carboxylate C(C)(C)(C)C1(N(CCC1)C(=O)[O-])N1N=CC(=C1)B1OC(C(O1)(C)C)(C)C